CN1N=C(C=C1C=C)C(F)(F)F 1-methyl-3-(trifluoromethyl)-5-vinyl-1H-pyrazole